C1(CC1)S(=O)(=O)NC1=NC=CC(=N1)C(C(=O)NC1=C(C=C(C=C1)C1=NC(=CN=C1)OCC)OC(F)(F)F)(C)C 2-(2-(cyclopropanesulfonamido)pyrimidin-4-yl)-N-(4-(6-ethoxypyrazin-2-yl)-2-(trifluoromethoxy)phenyl)-2-methylpropanamide